3-Hexyl-1-methyl-2-(1-methylpyridin-1-ium-4-yl)-1H-benzimidazol-3-ium bis(hexafluorophosphate) F[P-](F)(F)(F)(F)F.F[P-](F)(F)(F)(F)F.C(CCCCC)[N+]1=C(N(C2=C1C=CC=C2)C)C2=CC=[N+](C=C2)C